DIMETHYLSULFOXIMIN CS(=O)(=N)C